C(C)C(C(=O)C1=CC=CC=C1)C ethyl-1-phenylpropan-1-one